FC(C=1C=CC(=NC1OC(C(F)F)C)N1C=NC2=C1C=C(C(=C2)NC=2N=NC(=CC2)C)OC2COC2)F 1-[5-(difluoromethyl)-6-(2,2-difluoro-1-methyl-ethoxy)-2-pyridyl]-N-(6-methylpyridazin-3-yl)-6-(oxetan-3-yloxy)benzimidazol-5-amine